4-(1-(2-amino-3-methylpyridin-4-yl)-1H-imidazol-4-yl)-N-(1-((1-methyl-1H-imidazol-4-yl)sulfonyl)piperidin-4-yl)-5-(trifluoromethyl)pyrimidin-2-amine NC1=NC=CC(=C1C)N1C=NC(=C1)C1=NC(=NC=C1C(F)(F)F)NC1CCN(CC1)S(=O)(=O)C=1N=CN(C1)C